O.O.O.O.S(=O)(=O)([O-])[O-].[Mg+2] magnesium sulfate, tetrahydrate